tert-butyl-(3R)-2'-[6-amino-5-(trifluoromethyl)pyridin-3-yl]-5',6'-dihydrospiro[pyrrolidine-3,4'-pyrrolo[1,2-b]pyrazole]-1-carboxylate C(C)(C)(C)OC(=O)N1C[C@]2(CCN3N=C(C=C32)C=3C=NC(=C(C3)C(F)(F)F)N)CC1